((6-cyclohexyl-4-methylpyridin-1(2H)-yl) oxy) methylphosphonate disodium salt [Na+].[Na+].CP(OON1CC=C(C=C1C1CCCCC1)C)([O-])=O.C1(CCCCC1)C1=CC(=CCN1OOP([O-])(=O)C)C